C(CCC)C1(CS(C2=C(N(C1)C1=CC=CC=C1)C=C(C(=C2)CSC(C(=O)[O-])(C)C)OC)(=O)=O)C 2-(((3-butyl-7-methoxy-3-methyl-1,1-dioxido-5-phenyl-2,3,4,5-tetrahydro-1,5-benzothiazepin-8-yl)methyl)thio)-2-methylpropanoate